N-((1R,4R)-4-acetaminocyclohexyl)-7-cyano-4-(isopropylamino)-5H-pyrido[3,2-b]indole-3-carboxamide N(C(=O)C)C1CCC(CC1)NC(=O)C1=C(C=2NC=3C=C(C=CC3C2N=C1)C#N)NC(C)C